SCCC(=O)OCCCCCCCCCCC(C)C isotridecyl 3-mercaptopropionate